terbium propan-1-ol C(CC)O.[Tb]